C1(CC1)C=1C=CC(=NC1CC1=CC=C(C=C1)F)C(=O)NC(CCOCCOCCNC(OC(C)(C)C)=O)(C(=O)OCC)CC Ethyl 14-(5-cyclopropyl-6-(4-fluorobenzyl)picolinamido)-14-ethyl-2,2-dimethyl-4-oxo-3,8,11-trioxa-5-azapentadecan-15-oate